N-[8-amino-6-(4-methyl-3-pyridyl)-2,7-naphthyridin-3-yl]2,2-difluoro-cyclopropanecarboxamide NC=1N=C(C=C2C=C(N=CC12)NC(=O)C1C(C1)(F)F)C=1C=NC=CC1C